5-benzoylamino-3-(piperidin-4-yl)-1H-indole C(C1=CC=CC=C1)(=O)NC=1C=C2C(=CNC2=CC1)C1CCNCC1